OC1=C(C=C(C=C1)C=C)N1N=C2C(=N1)C=CC=C2 2-(2'-hydroxy-5'-vinyl-phenyl)-2H-benzotriazole